3-chloro-1-methyl-1H-pyrrolo[3,2-c]pyridine-7-carbaldehyde ClC1=CN(C2=C1C=NC=C2C=O)C